sodium carbonate barium [Ba+2].C([O-])([O-])=O.[Na+]